CC1=C(C=CC=2N(C=NC21)C2=NC(C(C1=CC=CC=C21)(F)F)(C)C)C 1-(4,5-dimethylbenzimidazole-1-yl)-4,4-difluoro-3,3-dimethyl-isoquinoline